tert-butyl N-[2-(trifluoromethyl)-4H,5H,6H-cyclopenta[b]thiophen-3-yl]carbamate FC(C1=C(C2=C(S1)CCC2)NC(OC(C)(C)C)=O)(F)F